C12C3C(OC(C3C(C=C1)O2)=O)=O 4,10-dioxatricyclo[5.2.1.0(2,6)]dec-8-ene-3,5-dione